NC1=C2C(=NC=N1)N(N=C2C2=CC=C(C=C2)OC2=CC=CC=C2)[C@H]2CN(CCC2)C(=O)N2CC(C2)N2CCN(CC2)C=2C=C1CN(C(C1=CC2)=O)C2C(NC(CC2)=O)=O 3-(5-(4-(1-((R)-3-(4-amino-3-(4-phenoxyphenyl)-1H-pyrazolo[3,4-d]pyrimidin-1-yl)piperidine-1-carbonyl)azetidin-3-yl)piperazin-1-yl)-1-oxoisoindolin-2-yl)piperidine-2,6-dione